lithium stearate, hydrate O.C(CCCCCCCCCCCCCCCCC)(=O)[O-].[Li+]